CC(CCCC(CCCCC)O)O undecane-2,6-diol